(S)-3-(4-bromo-3-fluorophenoxy)-2-hydroxy-2-methylpropanoic acid BrC1=C(C=C(OC[C@](C(=O)O)(C)O)C=C1)F